C1(=CC=CC=C1)N1N=C(N=C1)C 1-phenyl-3-methyl-1H-1,2,4-triazole